(S)-8-(8-((2-amino-3-chloropyridin-4-yl)thio)imidazo[1,2-c]pyrimidin-5-yl)-2-phenyl-2,8-diazaspiro[4.5]decan-4-amine NC1=NC=CC(=C1Cl)SC=1C=2N(C(=NC1)N1CCC3([C@@H](CN(C3)C3=CC=CC=C3)N)CC1)C=CN2